C(C)(=O)OCCOC1=CC(=C(C(=C1)Cl)N1C(=CC(C2=C(N=CC(=C12)Cl)OC[C@@H](C(=O)NC)O)=O)C)Cl (S)-2-(3,5-dichloro-4-(8-chloro-5-(2-hydroxy-3-(methylamino)-3-oxopropoxy)-2-methyl-4-oxo-1,6-naphthyridin-1(4H)-yl)phenoxy)ethyl acetate